Ethyl 2-(bromomethyl)quinoline-4-carboxylate BrCC1=NC2=CC=CC=C2C(=C1)C(=O)OCC